BrC=1C(=CC=2N(C1)C=CN2)OC 6-bromo-7-methoxyimidazo[1,2-a]pyridine